(S)-(+)-4-Glycyl-2-methyl-1-[(4-methyl-5-isoquinolinyl)sulfonyl]-hexahydro-1H-1,4-diazepine dihydrochloride C[C@H]1CN(CCCN1S(=O)(=O)C2=CC=CC3=C2C(=CN=C3)C)C(=O)CN.Cl.Cl